ClC=1C=C(N(C1)S(=O)(=O)C1=CC=C(C)C=C1)C=1C=NN(C1)CC#N 4-chloro-2-(1-(1-cyanomethyl)-1H-pyrazol-4-yl)-1-p-toluenesulfonyl-1H-pyrrole